5,6-Dihydropyrrolo[2,1-a]phthalazine-8-carboxylic acid C=1C=CN2C1C1=CC=C(C=C1CN2)C(=O)O